ClC1=C(OCC(=O)[O-])C=C(C(=C1)Cl)Cl 2,4,5-trichlorophenoxyacetate